CN(C)[SiH](N(C)C)N(C)C N-[Bis(dimethylamino)silyl]-N-methylmethanamine